Tetradec-13-yn-1-ol C(CCCCCCCCCCCC#C)O